C1(CCC1)NC1=NC(=CC(=C1)C(=O)NC[C@@H](O)[C@H]1N(CC2=CC(=CC=C2C1)O)C(=O)OC(C)(C)C)N(C)CC tert-Butyl (3S)-3-[(1R)-2-[[2-(cyclobutylamino)-6-[ethyl(methyl)amino]pyridine-4-carbonyl]amino]-1-hydroxy-ethyl]-7-hydroxy-3,4-dihydro-1H-isoquinoline-2-carboxylate